2,7-dibromo[1]benzothieno[3,2-b][1]benzothiophene BrC1=CC2=C(C=C1)C=1SC3=C(C1S2)C=CC(=C3)Br